(S*)-6-(4-Ethyl-3-(hydroxymethyl)-5-oxo-4,5-dihydro-1H-1,2,4-triazol-1-yl)-7-fluoro-4-(prop-1-en-2-yl)-2-(o-tolyl)-3,4-dihydroisoquinolin-1(2H)-one C(C)N1C(=NN(C1=O)C=1C=C2[C@@H](CN(C(C2=CC1F)=O)C1=C(C=CC=C1)C)C(=C)C)CO |o1:11|